CC=1C=C(C=C(C1)C)C(/C=C(/C=O)\C)(CC=C(C)C)C (E)-4-(3,5-dimethylphenyl)-2,4,7-trimethylocta-2,6-dienal